C(CC)C1CCC(CC1)C1=CC=C(C=C1)C#CC1=C(C=C(C=C1)N=C=S)Cl 1-((4-(4-propylcyclohexyl)phenyl)ethynyl)-2-chloro-4-isothiocyanatobenzene